ClC1=CC=C(C=C1)C(N1[C@@H](CN(CC1)C1=C(C(N(C=2C=CC(=NC12)C#N)C)=O)C#N)C)C1=NC=CC=C1F 8-[(3R)-4-[(4-chlorophenyl)(3-fluoropyridin-2-yl)methyl]-3-methylpiperazin-1-yl]-5-methyl-6-oxo-5,6-dihydro-1,5-naphthyridine-2,7-dicarbonitrile